N-(5-cyano-4-(methoxyethoxy)pyridin-2-yl)-7-formyl-6-((4-methyl-2-oxopiperazin-1-yl)methyl)-3,4-dihydro-2,4-methylene-1,8-naphthyridine-1(2H)-carboxamide C(#N)C=1C(=CC(=NC1)NC(=O)N1C2CC(C3=CC(=C(N=C13)C=O)CN1C(CN(CC1)C)=O)C2)OCCOC